ClC=1C=C(C=C(C1F)Cl)C1(CC1)C1=NOC(=N1)CC(C(=O)O)=C 2-((3-(1-(3,5-dichloro-4-fluorophenyl)cyclopropyl)-1,2,4-oxadiazol-5-yl)methyl)acrylic acid